2-bromo-6-((cyclohexyl-(methyl)amino)methyl)-4-nitroaniline BrC1=C(N)C(=CC(=C1)[N+](=O)[O-])CN(C)C1CCCCC1